Br[Si]1(C[Si](C1)(C)C)C 1-bromo-1,3,3-trimethyl-1,3-disilacyclobutane